5-Bromo-N-[(3R)-1-[2-[tert-butyl(dimethyl)silyl]oxyethyl]-3-piperidyl]oxazolo[4,5-b]pyridin-2-amine BrC1=CC=C2C(=N1)N=C(O2)N[C@H]2CN(CCC2)CCO[Si](C)(C)C(C)(C)C